BrC=1C(=NC=C(N1)Br)NC(C(C)(C)NC(OC(C)(C)C)=O)=O tert-Butyl 1-(3,5-dibromopyrazin-2-ylamino)-2-methyl-1-oxopropan-2-ylcarbamate